CC1(COC1)COCC1=CC=C(C=C1)COCC1(COC1)C 1,4-bis[(3-Methyl-3-oxetanylmethoxy)methyl]benzene